1-methyl-3-(1-methyl-1H-pyrazol-4-yl)-4,5,6,7-tetrahydro-1H-pyrazolo[4,3-c]pyridine CN1N=C(C=2CNCCC21)C=2C=NN(C2)C